5-(3-(trifluoromethyl)phenyl)-N-(3-(2-morpholinopropyl)-1,2,4-thiadiazol-5-yl)furan-3-carboxamide FC(C=1C=C(C=CC1)C1=CC(=CO1)C(=O)NC1=NC(=NS1)CC(C)N1CCOCC1)(F)F